3-(5-((2-(diethylamino)cyclopentyl)oxy)-1-oxoisoindolin-2-yl)piperidine-2,6-dione C(C)N(C1C(CCC1)OC=1C=C2CN(C(C2=CC1)=O)C1C(NC(CC1)=O)=O)CC